[BH4-].C=O carbonyl hydride (tetrahydroborate)